CC1=NOC2=C1C=CC(=C2)B2OC(C(O2)(C)C)(C)C 3-methyl-6-(4,4,5,5-tetramethyl-1,3,2-dioxaborolan-2-yl)-1,2-benzoxazole